3-methyl-3,6-diazabicyclo[3.1.1]-heptane CN1CC2NC(C1)C2